2-cyclohexyl-1,3-dimethoxypropane C1(CCCCC1)C(COC)COC